N[C@@H]1C2=CC=CC=C2CC12CCN(CC2)C2=NC1=C(C=3N2C=CN3)C(=CN1CO)C1=CC=NC=C1 (S)-(5-(1-amino-1,3-dihydrospiro[inden-2,4'-piperidin]-1'-yl)-9-(pyridin-4-yl)-7H-imidazo[1,2-c]pyrrolo[3,2-e]pyrimidin-7-yl)methanol